2-isobutenoxyethyltrimethylamine C(=C(C)C)OCCCN(C)C